N1(CCCC1)CC1=NC2=C(N1)C=CC=C2 2-[(pyrrolidin-1-yl)methyl]-1H-benzimidazole